1,3-dimethyl 2-[5-(methoxycarbonyl)-6-[(2R)-2-methylazetidin-1-yl]-2-(methylsulfanyl)pyrimidin-4-yl]propanedioate COC(=O)C=1C(=NC(=NC1N1[C@@H](CC1)C)SC)C(C(=O)OC)C(=O)OC